2-bromo-5-(trifluoromethylsulfanyl)pyridine BrC1=NC=C(C=C1)SC(F)(F)F